tert-butyl (4-(dimethylphosphoryl)-2-(trifluoromethoxy)phenyl)carbamate CP(=O)(C)C1=CC(=C(C=C1)NC(OC(C)(C)C)=O)OC(F)(F)F